C(C)(=O)OC[C@H]([C@H]1OC([C@@H]([C@@H]1OC(C)=O)OC(C)=O)OC(C)=O)OC(C)=O [(2R)-2-acetoxy-2-[(2R,3R,4R)-3,4,5-triacetoxytetrahydrofuran-2-yl]ethyl] acetate